O1CCC12CN(C2)CC2=CC(=C1CN(C(C1=C2)=O)C2=CC(=CC=C2)C2(COC2)[C@@H](C2=NN=CN2C)F)C(F)(F)F (S)-6-(1-oxa-6-azaspiro[3.3]heptan-6-ylmethyl)-2-(3-(3-(fluoro(4-methyl-4H-1,2,4-triazol-3-yl)methyl)oxetan-3-yl)phenyl)-4-(trifluoromethyl)isoindolin-1-one